FC(COC=1C=NC(=NC1)N[C@@H]1C[C@H](CC1)NC1=NC=CC=C1N1CC2=NC=CC=C2C1=O)(F)F 6-(((1S,3S)-3-((5-(2,2,2-trifluoroethoxy)pyrimidin-2-yl)amino)cyclopentylamino)pyridin-3-yl)-6,7-dihydro-5H-pyrrolo[3,4-b]pyridin-5-one